tert-butyl 2-bromo-2-(1,1-dimethylisochroman-5-yl)acetate BrC(C(=O)OC(C)(C)C)C1=C2CCOC(C2=CC=C1)(C)C